COC(=O)C1=CN(C(C(=C1)C=1C=NN(C1OCCN1CC(CCCC1)(C)NC1=C(C=CC(=C1)Br)[N+](=O)[O-])C)=O)C methyl-5-[5-(2-{3-[(5-bromo-2-nitrophenyl) amino]-3-methylazepan-1-yl} ethoxy)-1-methylpyrazol-4-yl]-1-methyl-6-oxopyridine-3-carboxylate